C[C@@H]1[C@H](NC(O1)=O)C(=O)O (4S,5R)-5-methyl-2-oxooxazolidine-4-carboxylic acid